C(C)O[C@H]1[C@@H](CN(CC1)C=1C=2C(N(C(C1)=O)C)=CN(N2)CC#N)OC2=CC(=CC=C2)C(F)(F)F (7-((3R,4R)-4-ethoxy-3-(3-(trifluoromethyl)phenoxy)piperidin-1-yl)-4-methyl-5-oxo-4,5-dihydro-2H-pyrazolo[4,3-b]pyridin-2-yl)acetonitrile